tert-butyl 3-[(7S)-4-[5-(5-fluoro-2-methoxypyridin-4-yl)-1H-pyrazole-3-carbonyl]-4-azaspiro[2.5]octane-7-amido]pyrrolidine-1-carboxylate FC=1C(=CC(=NC1)OC)C1=CC(=NN1)C(=O)N1C2(CC2)C[C@H](CC1)C(=O)NC1CN(CC1)C(=O)OC(C)(C)C